2-bromo-2,2-dichloroacetaldehyde BrC(C=O)(Cl)Cl